(2R,5'S)-5'-methyl-3H-spiro[furo[2,3-c]pyridine-2,3'-pyrrolidine]-5(6H)-one C[C@H]1C[C@@]2(CN1)CC=1C(=CNC(C1)=O)O2